2-(1-(cyclopropylmethyl)-1H-indol-2-yl)-6-(2,2-dimethoxyethyl)-1-methyl-1,6,7,8-tetrahydro-5H-imidazo[4,5-g]isoquinolin-5-one C1(CC1)CN1C(=CC2=CC=CC=C12)C1=NC=2C(=CC=3CCN(C(C3C2)=O)CC(OC)OC)N1C